6-((2-((3-acetylphenyl)amino)-3,4-dioxocyclobut-1-en-1-yl)amino)-3-(2-methoxyethyl)-1-(2-(piperidin-1-yl)ethyl)quinazoline-2,4(1H,3H)-dione C(C)(=O)C=1C=C(C=CC1)NC1=C(C(C1=O)=O)NC=1C=C2C(N(C(N(C2=CC1)CCN1CCCCC1)=O)CCOC)=O